C(C)(C)(C)OOC(=O)C=1C=C(C(=O)C2=CC(=C(C=C2)C(=O)OOC(C)(C)C)C(=O)OOC(C)(C)C)C=CC1C(=O)OOC(C)(C)C 3,3',4,4'-tetrakis(t-butylperoxycarbonyl)benzophenone